2-{4-[5-chloro-2-(4-chloro-1H-1,2,3-triazol-1-yl)phenyl]-5-methoxy-2-oxopyridin-1(2H)-yl}-4,4-difluorobutanoic acid tert-butyl ester C(C)(C)(C)OC(C(CC(F)F)N1C(C=C(C(=C1)OC)C1=C(C=CC(=C1)Cl)N1N=NC(=C1)Cl)=O)=O